NC1=C(C=C(C=N1)C1=CC=C(C=C1)NS(=O)(=O)CCN(C)C)OCC1=C(C(=CC=C1F)F)Cl 2-dimethylamino-ethanesulfonic acid {4-[6-amino-5-(2-chloro-3,6-difluoro-benzyloxy)-pyridin-3-yl]-phenyl}-amide